9-[3-(2,6-diphenyl-pyridin-4-yl)phenyl]-9'-phenyl-3,3'-bi-9H-carbazole C1(=CC=CC=C1)C1=NC(=CC(=C1)C=1C=C(C=CC1)N1C2=CC=CC=C2C=2C=C(C=CC12)C=1C=CC=2N(C3=CC=CC=C3C2C1)C1=CC=CC=C1)C1=CC=CC=C1